C(C)(C)(C)OC(=O)NCCC(=O)OC methyl 3-{[(tert-butoxy)carbonyl]amino}propanoate